BrCC(=O)C1=C(C(=NC=C1)Br)F 2-bromo-1-(2-bromo-3-fluoropyridin-4-yl)ethan-1-one